1-(3-aminopyridin-2-yl)ethan-1-one NC=1C(=NC=CC1)C(C)=O